diphenyl-butanediamide C1(=CC=CC=C1)C(C(C(=O)N)C1=CC=CC=C1)C(=O)N